ethyl-benzene-acetic acid-(2S,5E)-6-phenylhex-5-en-2-yl ester C1(=CC=CC=C1)/C=C/CC[C@H](C)OC(CC1=C(C=CC=C1)CC)=O